pyrrolidin-2-imine HCl salt Cl.N1C(CCC1)=N